tert-butyl 6-chloro-1-(2-{3,6-diazabicyclo[3.1.1]heptan-3-yl}ethyl)-3-[3-(naphthalen-1-yloxy)propyl]-7-(1,3,5-trimethyl-1H-pyrazol-4-yl)-1H-indole-2-carboxylate hydrochloride Cl.ClC1=CC=C2C(=C(N(C2=C1C=1C(=NN(C1C)C)C)CCN1CC2NC(C1)C2)C(=O)OC(C)(C)C)CCCOC2=CC=CC1=CC=CC=C21